2-(butylthio)-1-(4-(trans-2-phenylcyclopropanecarbonyl)piperazin-1-yl)ethanone C(CCC)SCC(=O)N1CCN(CC1)C(=O)[C@H]1[C@@H](C1)C1=CC=CC=C1